methyl-α-vinyl-γ-butyrolactone CC1(C(=O)OCC1)C=C